ClC1=CC=C(CNC=2C(C(C2NCC2=NC=C(C=C2)C2=NOC(=N2)C(F)(F)F)=O)=O)C=C1 3-((4-chlorobenzyl)amino)-4-(((5-(5-(trifluoromethyl)-1,2,4-oxadiazol-3-yl)pyridin-2-yl)methyl)amino)cyclobut-3-ene-1,2-dione